C(C)N1C(N(C(C2=CC(=CC=C12)S(=O)(=O)NC(CC)(CC)C)=O)CC)=O 1,3-diethyl-N-(3-methylpentan-3-yl)-2,4-dioxoquinazoline-6-sulfonamide